CC1=C(C=CC=C1C=CC=1C=C(C=CC1C(F)(F)F)C(C)NCC(=O)O)C1=CC=CC=C1 2-(1-(3-(2-(2-methylbiphenyl-3-yl)vinyl)-4-(trifluoromethyl)phenyl)ethylamino)acetic acid